BrC1=C(N=C2N1C=1N=C(C=C(C1C=C2)C2=CC=C(C=C2)Cl)C(C(F)(F)F)(F)F)C=2OC=NN2 2-(9-bromo-4-(4-chlorophenyl)-2-(perfluoroethyl)imidazo[1,2-a][1,8]naphthyridin-8-yl)-1,3,4-oxadiazole